tert-butyl N-[2-[[8-chloro-6-(2-fluorophenyl)-4H-pyrazolo[1,5-a][1,4]benzodiazepine-2-carbonyl]amino]ethyl]carbamate ClC=1C=CC2=C(C(=NCC=3N2N=C(C3)C(=O)NCCNC(OC(C)(C)C)=O)C3=C(C=CC=C3)F)C1